C(CC)[Si](CCC)(CCC)O[Si](CCC)(CCC)CCC Tripropylsilylether